BrCC1=NC2=CC(=CC=C2C=C1)Cl (bromomethyl)-7-chloroquinoline